(R)-N-(1-(6-(3-methoxytetrahydrofuran-3-yl)-4-methylpyridin-2-yl)-3-(oxetan-3-ylethynyl)-1H-pyrrolo[3,2-c]pyridin-6-yl)acetamide CO[C@@]1(COCC1)C1=CC(=CC(=N1)N1C=C(C=2C=NC(=CC21)NC(C)=O)C#CC2COC2)C